C(#N)C=1N=C2C(=CC(N(C2=CC1)C)=O)N1C[C@H](N(C[C@@H]1C)C(C(=O)NC=1C=NN(C1)C)C)C 2-((2r,5s)-4-(6-cyano-1-methyl-2-oxo-1,2-dihydro-1,5-naphthyridin-4-yl)-2,5-dimethylpiperazin-1-yl)-N-(1-methyl-1H-pyrazol-4-yl)propionamide